4-[4-(Benzenesulfonyl)-2,6-dioxo-3,6-dihydropyrimidin-1(2H)-yl]-5-methoxy-2-(2-methylphenoxy)benzonitrile C1(=CC=CC=C1)S(=O)(=O)C=1NC(N(C(C1)=O)C1=CC(=C(C#N)C=C1OC)OC1=C(C=CC=C1)C)=O